3-{(5-Nitrobenzofuran-2-yl)methyl}benzo[d][1,2,3]triazin-4(3H)-one [N+](=O)([O-])C=1C=CC2=C(C=C(O2)CN2N=NC3=C(C2=O)C=CC=C3)C1